silicon-calcium aluminum iron [Fe].[Al].[Ca].[Si]